C1(CC1)C1=NN(C2=CC(=CC=C12)[C@@H]1[C@H](C1)C=1C=2N(N=C(C1)C=1C(=NC(=NC1)OC)OC)C=CN2)CC(F)(F)F 8-[(1S,2S)-2-[3-cyclopropyl-1-(2,2,2-trifluoroethyl)indazol-6-yl]cyclopropyl]-6-(2,4-dimethoxypyrimidin-5-yl)imidazo[1,2-b]pyridazine